1-benzyl-4-chloro-7-hydrazino-3,3-dimethyl-1,3-dihydro-2H-pyrrolo[2,3-d]benzene C(C1=CC=CC=C1)N1CC(C=2C1=C(C=CC2Cl)NN)(C)C